C(C)(C)(C)C=1C=CC(=C(C1)CC(=O)NC1=CC(=NC=C1)C(=O)NC1(CCOCC1)C#N)O 4-[[2-(5-Tert-butyl-2-hydroxy-phenyl)acetyl]amino]-N-(4-cyanotetrahydropyran-4-yl)pyridine-2-carboxamide